FN1CN2C(C=C1N1[C@H](CCC1)C=1C(=NC=C(C1)F)OC)=C(C=N2)C(=O)OCC Ethyl (R)-6-fluoro-5-(2-(5-fluoro-2-methoxypyridin-3-yl)pyrrolidin-1-yl)pyrazolo[1,5-c]pyrimidine-3-carboxylate